C1=2C3=NC=C(CCCCCCNCCCC4=C5C=CNC5=CC=C4CC(=CC=C1)C2)N3 3,12,20,31-tetrazapentacyclo[24.3.1.12,5.016,24.017,21]hentriaconta-1(30),2,4,16,18,21,23,26,28-nonaene